BrC=1C=C2C3(C(N(C2=CC1)C1OCCCC1)=O)CCC3 5'-bromo-1'-(oxan-2-yl)spiro[cyclobutane-1,3'-indol]-2'-one